O1C(CCCC1)N1N=CC2=CC(=CC=C12)C(=O)[O-] 1-(tetrahydro-2H-pyran-2-yl)-1H-indazole-5-carboxylate